S-(7-oxo-7-((4-phenylthiazol-2-yl)amino)heptyl) (E)-3-phenylprop-2-enethioate C1(=CC=CC=C1)/C=C/C(SCCCCCCC(NC=1SC=C(N1)C1=CC=CC=C1)=O)=O